O1CC[C@@H](C2=CC=CC=C12)N(C(=O)C1=CC2=C(N=C(S2)N2CCNCC2)C=C1)C (S)-N-(chroman-4-yl)-N-methyl-2-(piperazin-1-yl)benzo[d]thiazole-6-carboxamide